methyl (S)-1-((4-cyclopropyl-6-((2-methyl-3-(4,4,5,5-tetramethyl-1,3,2-dioxaborolan-2-yl)phenyl)carbamoyl)pyridin-3-yl) methyl)piperidine-2-carboxylate C1(CC1)C1=C(C=NC(=C1)C(NC1=C(C(=CC=C1)B1OC(C(O1)(C)C)(C)C)C)=O)CN1[C@@H](CCCC1)C(=O)OC